C(C)(C)(C)OC(=O)N1[C@@H](CC(C[C@@H]1C)OCC[C@@H]1CC[C@H](CC1)N)C (2r,4r,6s)-4-(2-((trans)-4-aminocyclohexyl)ethoxy)-2,6-dimethylpiperidine-1-carboxylic acid tert-butyl ester